1-BENZYL-5-CHLORO-3-PROPYL-1H-PYRAZOLE-4-CARBALDEHYDE C(C1=CC=CC=C1)N1N=C(C(=C1Cl)C=O)CCC